C(C)(=O)N1CCN(CC1)C1CCN(CC1)C1=C(C=C(C(=C1)OC)NC1=NC=NC(=C1)N1OCC[C@@H]1C1=CC(=CC=C1)F)NC(C=C)=O N-(2-(4-(4-acetylpiperazine-1-yl)piperidine-1-yl)-5-((6-((R)-3-(3-fluorophenyl)isoxazolidine-2-yl)pyrimidine-4-yl)amino)-4-methoxyphenyl)acrylamide